2,3-dibromo-4-fluoro-2,3-dihydro-1-benzofuran-7-carbonitrile BrC1OC2=C(C1Br)C(=CC=C2C#N)F